O=C(OCC1=CC=CC=C1)NCCOCCOCCNC(CCC(=O)N[C@@H](CCCCNC(CCC(NCCOCCOCCNC(OCC1=CC=CC=C1)=O)=O)=O)C(=O)OC(C)(C)C)=O Tert-butyl (S)-23-(3,14-dioxo-1-phenyl-2,7,10-trioxa-4,13-diazaheptadecan-17-amido)-3,14,17-trioxo-1-phenyl-2,7,10-trioxa-4,13,18-triazatetracosan-24-oate